methyl N-[2-[(2,4-dimethyl-5-phenylpyrazol-3-yl) oxymethyl] phenyl]-N-methoxycarbamate CN1N=C(C(=C1OCC1=C(C=CC=C1)N(C(OC)=O)OC)C)C1=CC=CC=C1